N-[(1R)-2-(7-fluoro-2-formyl-indan-5-yl)oxy-1-methyl-ethyl]carbamic acid tert-butyl ester C(C)(C)(C)OC(N[C@@H](COC=1C=C2CC(CC2=C(C1)F)C=O)C)=O